S(=O)(=O)(C1=CC=C(C)C=C1)OC[C@@H]1N([C@@H](CC1)COS(=O)(=O)C1=CC=C(C)C=C1)C(=O)OCC1=CC=CC=C1 cis-Benzyl 2,5-bis(tosyloxymethyl)pyrrolidine-1-carboxylate